OC1=CC=C(C=C1)C=1C=C(C2=C(N(C(=N2)C)C(=O)OC(C)(C)C)C1)C(=O)OC 1-tert-butyl 4-methyl 6-(4-hydroxyphenyl)-2-methyl-1H-benzo[d]imidazole-1,4-dicarboxylate